(7-methylbenzo[d]thiazol-2-yl)methyl ((2-(2,6-dioxopiperidin-3-yl)-3-oxoisoindolin-5-yl)methyl)carbamate O=C1NC(CCC1N1CC2=CC=C(C=C2C1=O)CNC(OCC=1SC2=C(N1)C=CC=C2C)=O)=O